OC1=C(C=C(C=C1C(C)(C)C)CCCOC(C(=C)C)=O)N1N=C2C(=N1)C=CC(=C2)Cl 2-(2'-hydroxy-5'-methacryloxypropyl-3-t-butylphenyl)-5-chloro-2H-benzotriazole